3-((4-(5-chloro-3-methyl-2-(((6S)-6-methylmorpholin-2-yl)methyl)phenyl)pyrrolo[2,1-f][1,2,4]triazin-6-yl)methyl)-5-fluoro-1-methylpyrimidine-2,4(1H,3H)-dione ClC=1C=C(C(=C(C1)C1=NC=NN2C1=CC(=C2)CN2C(N(C=C(C2=O)F)C)=O)CC2CNC[C@@H](O2)C)C